2,2-difluorobenzo[d][1,3]Dioxol-5-carboxamide FC1(OC2=C(O1)C=CC(=C2)C(=O)N)F